C1(CCC1)OC=1C(=CC2=C(N(C[C@H](N(S2(=O)=O)C)C2CCCCC2)C2=CC=CC=C2)C1)C1=CC(=C(S1)C(=O)O)C (R)-5-(7-cyclobutoxy-3-cyclohexyl-2-methyl-1,1-dioxido-5-phenyl-2,3,4,5-tetrahydrobenzo[f][1,2,5]thiadiazepin-8-yl)-3-methylthiophene-2-carboxylic acid